ethyl (2S)-2-[4-bromo-2-(5-methyl-4-butoxy-4,5-dihydroisoxazol-3-yl)phenoxy]propanoate BrC1=CC(=C(O[C@H](C(=O)OCC)C)C=C1)C1=NOC(C1OCCCC)C